(S)-N-{(S)-2-(3-cyanopyridine-2-yl)-1-[2-(benzo[d]isoxazol-3-yl)phenyl]ethyl}-2-methylpropane-2-sulfinamide C(#N)C=1C(=NC=CC1)C[C@@H](C1=C(C=CC=C1)C1=NOC2=C1C=CC=C2)N[S@@](=O)C(C)(C)C